7-amino-N-((1R)-1-(3-fluoro-2-pyridinyl)ethyl)-6-methyl-N-((5-(trifluoromethyl)-2-pyridinyl)methyl)-1,8-naphthyridine-3-carboxamide NC1=C(C=C2C=C(C=NC2=N1)C(=O)N(CC1=NC=C(C=C1)C(F)(F)F)[C@H](C)C1=NC=CC=C1F)C